(1S,2S,3R,4S)-5,5-difluoro-3-((2-(5-fluoro-1-p-toluenesulfonyl-1H-pyrrolo[2,3-b]pyridin-3-yl)pyrrolo[2,1-f][1,2,4]triazin-4-yl)amino)bicyclo[2.2.2]octane-2-carboxylic acid ethyl ester C(C)OC(=O)[C@H]1[C@@H]2CC([C@H]([C@@H]1NC1=NC(=NN3C1=CC=C3)C3=CN(C1=NC=C(C=C13)F)S(=O)(=O)C1=CC=C(C)C=C1)CC2)(F)F